(3S)-3-amino-4-(5-chloro-3-methyl-7-{[(thiophen-2-yl)methyl]amino}thieno[3,2-b]pyridin-2-yl)butanenitrile dihydrochloride Cl.Cl.N[C@@H](CC#N)CC1=C(C2=NC(=CC(=C2S1)NCC=1SC=CC1)Cl)C